3-(5-(4-(2-hydroxyethyl)piperidin-1-yl)-1-oxoisoindolin-2-yl)piperidine OCCC1CCN(CC1)C=1C=C2CN(C(C2=CC1)=O)C1CNCCC1